2-[(4-chloro-2,6-difluorophenyl)methoxy]-3-(trifluoromethyl)-6,8-dihydro-5H-1,7-naphthyridine-7-carboxylic acid tert-butyl ester C(C)(C)(C)OC(=O)N1CCC=2C=C(C(=NC2C1)OCC1=C(C=C(C=C1F)Cl)F)C(F)(F)F